BrC=1C=C(C(=NC1)C1(CC(C1)(C)C#N)N[S@](=O)C(C)(C)C)F (R)-N-((1s,3s)-1-(5-bromo-3-fluoropyridin-2-yl)-3-cyano-3-methylcyclobutyl)-2-methylpropan-2-sulfinamide